1,2-bis(4-(oxiran-2-ylmethoxy)phenyl)diazene methyl-3-(4-amino-1-methyl-1H-pyrrole-2-carboxamido)propanoate COC(CCNC(=O)C=1N(C=C(C1)N)C)=O.O1C(C1)COC1=CC=C(C=C1)N=NC1=CC=C(C=C1)OCC1OC1